C1=C(C=CC=2OC3=C(C21)C=CC=C3)[C@@H](C)NC3=CN=C(N(C3=O)CC(=O)OCCCC)C=3C=NNC3 butyl (R)-2-(5-((1-(dibenzo[b,d]furan-2-yl)ethyl)amino)-6-oxo-2-(1H-pyrazol-4-yl)pyrimidin-1(6H)-yl)acetate